(S)-N-(4-amino-1-(5-phenyl-oxazol-2-yl)butyl)-3'-chloro-[1,1'-biphenyl]-3-carboxamide NCCC[C@@H](C=1OC(=CN1)C1=CC=CC=C1)NC(=O)C=1C=C(C=CC1)C1=CC(=CC=C1)Cl